BrC=1C=C(C=C(C1)F)OB(O)O (3-bromo-5-fluorophenyl)boric acid